COC(C1=C(C=C(C=C1)C(F)(F)F)F)=O 2-Fluoro-4-(trifluoromethyl)benzoic acid methyl ester